(3-(3-aminopropyl)-palmitoyl-β-hydroxyethyl)amide dihydrochloride Cl.Cl.NCCCC(CC(=O)C(C[NH-])O)CCCCCCCCCCCCC